3-(4-Cyano-2-methylphenoxy)-5-methyl-N-[3-(methylsulfanyl)phenyl]-6-(trifluoromethyl)pyridazine-4-carboxamide C(#N)C1=CC(=C(OC=2N=NC(=C(C2C(=O)NC2=CC(=CC=C2)SC)C)C(F)(F)F)C=C1)C